(S)-9-(4-chloro-2-fluorophenyl)-2,3-dimethyl-7-(2-(1-methyl-1H-pyrazol-4-yl)morpholino)-4H-pyrazino[1,2-a]pyrimidin-4-one ClC1=CC(=C(C=C1)C1=NC(=CN2C1=NC(=C(C2=O)C)C)N2C[C@@H](OCC2)C=2C=NN(C2)C)F